(R)-N-(2-(2-(4-chlorobenzyl)-5-(3,5-difluorobenzyl)-3-oxo-2,3,4,5,6,7-hexahydro-1H-pyrazolo[4,3-c]pyridin-1-yl)ethyl)pyrrolidine-2-carboxamide ClC1=CC=C(CN2N(C3=C(CN(CC3)CC3=CC(=CC(=C3)F)F)C2=O)CCNC(=O)[C@@H]2NCCC2)C=C1